1-methyl-1H-imidazole-4-carboxaldehyde CN1C=NC(=C1)C=O